methyl (2R)-2-[(tert-butoxycarbonyl)amino]-4-carbamoylbutanoate C(C)(C)(C)OC(=O)N[C@@H](C(=O)OC)CCC(N)=O